ClC=1C=C(C=CC1F)N(C(C(=C)NC1=NC(=CC(=C1)C(F)(F)F)C)=O)C N-(3-chloro-4-fluorophenyl)-N-methyl-2-((6-methyl-4-(trifluoromethyl)pyridin-2-yl)amino)acrylamide